CC1=CN=CC(=N1)OC1=CC=C(C=C1)C(C)(C)C1=CC=C(OC2CC(C2)N)C=C1 (1r,3r)-3-(4-(2-(4-((6-methylpyrazin-2-yl)oxy)phenyl)prop-2-yl)phenoxy)cyclobutane-1-Amine